[C@H]12CN(C[C@H](CC1)N2)C2=NC(=NC=1CC3(CCC21)CCC2=CC=C(C=C23)O)OC[C@H]2N(CCC2)C 4'-((1R,5S)-3,8-diazabicyclo[3.2.1]octan-3-yl)-2'-(((S)-1-methylpyrrolidin-2-yl)methoxy)-2,3,5',8'-tetrahydro-6'H-spiro[indene-1,7'-quinazolin]-6-ol